7-(tert-butoxymethyl)-3-iodo-9-(trifluoromethyl)-4H-pyrido[1,2-a]pyrimidin-4-one C(C)(C)(C)OCC=1C=C(C=2N(C(C(=CN2)I)=O)C1)C(F)(F)F